C(C)(C)(C)OC(=O)N[C@H](COC=1C=C(C=CC1)CCCCCC(=O)[O-])CCC(N)=O 6-[3-[(2S)-2-[(tert-butoxycarbonyl)amino]-4-carbamoylbutoxy]-phenyl]hexanoate